ClCCCCCCCCCC α-chloro-n-decane